FC(N1N=CC(=C1)C=1C=C2N(N=CC=C2N2C[C@@H]3CCC(C2)N3C3CC(C3)C#N)C1)F (1S,3s)-3-(3-(6-(1-(difluoromethyl)-1H-pyrazol-4-yl)pyrrolo[1,2-b]pyridazin-4-yl)-3,8-diazabicyclo[3.2.1]octan-8-yl)cyclobutane-1-carbonitrile